N=1C=NN2C=NC(=CC21)OC2=C(C=C(C=C2)NC2=NC=NC1=CC=C(C(=C21)O[C@H]2C(CN(CC2)C([2H])([2H])[2H])(F)F)OC([2H])([2H])[2H])C (R)-N-(4-([1,2,4]triazolo[1,5-c]pyrimidin-7-yloxy)-3-methylphenyl)-5-((3,3-difluoro-1-(methyl-d3)piperidin-4-yl)oxy)-6-(methoxy-d3)quinazolin-4-amine